2-(1-(Cyclopropylmethyl)-7-(piperidin-4-yl)-1H-indol-2-yl)-3-methylpyrazolo[1,5-a]pyridine-6-carboxylic acid ethyl ester C(C)OC(=O)C=1C=CC=2N(C1)N=C(C2C)C=2N(C1=C(C=CC=C1C2)C2CCNCC2)CC2CC2